(S)-N-((4-carbamimidoylthiophen-2-yl)methyl)-7-(2-(5-(2,4-difluorophenyl)-1-oxoisoindolin-2-yl)acetyl)-1,4-dioxa-7-azaspiro[4.4]nonane-8-carboxamide C(N)(=N)C=1C=C(SC1)CNC(=O)[C@H]1N(CC2(OCCO2)C1)C(CN1C(C2=CC=C(C=C2C1)C1=C(C=C(C=C1)F)F)=O)=O